2-[(2,4-dimethoxybenzyl)oxy]-6-fluoropyridine COC1=C(COC2=NC(=CC=C2)F)C=CC(=C1)OC